C1(CCC1)C=1C(=NN2C1C=C(C=C2)C(F)(F)F)NC(CC(C)(C2=CC=CC=C2)O)=O N-(3-cyclobutyl-5-(trifluoromethyl)pyrazolo[1,5-a]pyridin-2-yl)-3-hydroxy-3-phenylbutanamide